4,5-dichloro-2-[[4-(methoxymethyl)piperidin-1-yl]methyl]phenol ClC1=CC(=C(C=C1Cl)O)CN1CCC(CC1)COC